(2,6-difluoro-4-(7-((3-(piperidin-1-yl) propyl) carbamoyl) benzo[d]imidazo[2,1-b]thiazol-2-yl) benzyl) carbamate C(N)(OCC1=C(C=C(C=C1F)C=1N=C2SC3=C(N2C1)C=CC(=C3)C(NCCCN3CCCCC3)=O)F)=O